(3S)-N-methyl-2-[6-methyl-4-(trifluoromethyl)-2-pyridyl]-N-(m-tolyl)-1,1-dioxo-5-(2-trimethylsilylethoxymethyl)-1,2,5-thiadiazolidine-3-carboxamide CN(C(=O)[C@H]1N(S(N(C1)COCC[Si](C)(C)C)(=O)=O)C1=NC(=CC(=C1)C(F)(F)F)C)C=1C=C(C=CC1)C